(difluoromethyl)-8-methoxyphenanthridine FC(F)C1=CC=CC2=NC=C3C=C(C=CC3=C12)OC